N,N-diethylaniline hydrochloride CCN(CC)C1=CC=CC=C1.Cl